N-(4-cyano-2-fluorophenyl)-4-(4-fluorophenyl)-1H-pyrrole-3-sulfonamide C(#N)C1=CC(=C(C=C1)NS(=O)(=O)C1=CNC=C1C1=CC=C(C=C1)F)F